N-(2,2-difluoropropyl)-2-methoxybenzamide FC(CNC(C1=C(C=CC=C1)OC)=O)(C)F